N1CC(CCCC1)NC=1C2=C(N=CN1)C(=CC(=N2)C2=CC=C(C=C2)CN2CCOCC2)C(=O)N 4-(azepan-3-ylamino)-6-[4-(morpholin-4-ylmethyl)phenyl]pyrido[3,2-d]pyrimidine-8-carboxamide